N1=C(C=NC(=C1)C(=O)O)C(=O)O pyrazine-2,5-dicarboxylic acid